ClC1=CC2=C(N(CCCC2NCCCCCC(=O)N2CCOCC2)C(=O)C2=C(C=C(C=C2)NC(C2=C(C=CC=C2)C)=O)C)C=C1 N-(4-(7-chloro-5-((6-morpholino-6-oxohexyl)amino)-2,3,4,5-tetrahydro-1H-benzo[b]azepine-1-carbonyl)-3-methylphenyl)-2-methylbenzamide